thiopyran hydrochloride Cl.S1CC=CC=C1